[NH4+].OC(CC(C)=O)(C)C 4-hydroxy-4-methylpentan-2-one, ammonium salt